methyl (2E,4E)-5-(3,4,5-trimethoxyphenyl)penta-2,4-dienoate COC=1C=C(C=C(C1OC)OC)/C=C/C=C/C(=O)OC